1,4-bis(beta-hydroxyethoxy)benzene OCCOC1=CC=C(C=C1)OCCO